5-(4-amino-2-{4-[(2-fluoroacrylamido)]phenyl}-1-methyl-7-{3-[(1-methylpiperidin-4-yl)oxy]prop-1-ynyl}pyrrolo[3,2-c]pyridin-3-yl)-3-fluoro-N-(2,2,2-trifluoroethyl)pyridine-2-carboxamide NC1=NC=C(C2=C1C(=C(N2C)C2=CC=C(C=C2)NC(C(=C)F)=O)C=2C=C(C(=NC2)C(=O)NCC(F)(F)F)F)C#CCOC2CCN(CC2)C